Cl.Cl.N[C@H](CC1=C(C=2N=C(N=C(C2S1)NCC1=C(C=CC=C1)F)Cl)C)C 6-[(2S)-2-aminopropyl]-2-chloro-N-[(2-fluorophenyl)methyl]-7-methylthieno[3,2-d]pyrimidin-4-amine dihydrochloride